ClC=1C=CC(=NC1)COC1=CC=C2CCNCC2=C1 7-((5-chloropyridin-2-yl)methoxy)-1,2,3,4-tetrahydroisoquinoline